propyl-γ-butyrolactone C(CC)C1C(=O)OCC1